(S)-2-(2-oxo-pyrrolidine-1-yl)butyronitrile O=C1N(CCC1)[C@H](C#N)CC